5-chloro-N-((1r,4r)-4-((3-(5-cyano-2,3-difluorophenyl)-3-hydroxy-2-oxoindolin-1-yl)methyl)cyclohexyl)-2-methylnicotinamide ClC=1C=NC(=C(C(=O)NC2CCC(CC2)CN2C(C(C3=CC=CC=C23)(O)C2=C(C(=CC(=C2)C#N)F)F)=O)C1)C